[Si](C)(C)(C(C)(C)C)O[C@@H]1C[C@H](N(C1)C(=O)OC(C)(C)C)C=1N(C=CN1)CC1=CC2=CC=CC=C2C=C1 tert-butyl (2S,4R)-4-[tert-butyl(dimethyl)silyl]oxy-2-[1-(2-naphthylmethyl)imidazol-2-yl]pyrrolidine-1-carboxylate